NCC[SiH2]OC(OCC)OCC 2-Aminoethyl(diethoxymethoxysilan)